6-(1,3-oxazol-5-yl)pyridin-3-amine O1C=NC=C1C1=CC=C(C=N1)N